The molecule is a tricarboxylic acid trianion that is the conjugate base of glycyrrhizinic acid. It is a conjugate base of a glycyrrhizinic acid. C[C@]12CC[C@](C[C@H]1C3=CC(=O)[C@@H]4[C@]5(CC[C@@H](C([C@@H]5CC[C@]4([C@@]3(CC2)C)C)(C)C)O[C@@H]6[C@@H]([C@H]([C@@H]([C@H](O6)C(=O)[O-])O)O)O[C@H]7[C@@H]([C@H]([C@@H]([C@H](O7)C(=O)[O-])O)O)O)C)(C)C(=O)[O-]